2,2'-(1,2,5-thiadiazole-3,4-diyl)bis(isoindoline-1,3-dione) S1N=C(C(=N1)N1C(C2=CC=CC=C2C1=O)=O)N1C(C2=CC=CC=C2C1=O)=O